ClC1=C(C(=CC=C1)Cl)[C@@H](C)OC=1C=C2C(=NNC2=CC1)C=1C=NC(=CC1)N1CC2(CN(C2)S(=O)(=O)C)C1 5-[(1R)-1-(2,6-dichlorophenyl)ethoxy]-3-[6-(2-methylsulfonyl-2,6-diazaspiro[3.3]heptan-6-yl)-3-pyridyl]-1H-indazole